6-(1-(1-(4-(3,3-difluoropyrrolidin-1-yl)phenyl)ethyl)-4-(propan-1-yn-1-yl)-1H-indazole-7-carboxamido)spiro[3.3]heptane-2(S)-carboxylic acid FC1(CN(CC1)C1=CC=C(C=C1)C(C)N1N=CC2=C(C=CC(=C12)C(=O)NC1CC2(CC(C2)C(=O)O)C1)C#CC)F